(S)-5-(2-(Piperidine-4-carbonyl)isoxazolidin-3-yl)nicotinonitrile TFA salt OC(=O)C(F)(F)F.N1CCC(CC1)C(=O)N1OCC[C@H]1C=1C=NC=C(C#N)C1